FC1=NC(=CC=C1C#C/C=C/C=1SC2=C(N1)C=CC(=C2)O)NC (E)-2-(4-(2-fluoro-6-(methylamino)pyridine-3-yl)buta-1-en-3-ynyl)benz[d]thiazole-6-ol